6-(cyclopropanecarboxamido)-4-((2',5'-dimethyl-2',5'-dihydrospiro[oxetane-3,4'-[1,2,3]triazolo[4,5-c][1,7]naphthyridin]-6'-yl)amino)-N-(methyl-d3)pyridazine-3-carboxamide C1(CC1)C(=O)NC1=CC(=C(N=N1)C(=O)NC([2H])([2H])[2H])NC1=NC=CC=2C=3C(C4(N(C12)C)COC4)=NN(N3)C